FC=1C(=C2C(=NC1)NC(=C2)C2=CC(=NC=C2)OC)N2CC1CCC(C2)N1C(=O)[C@H]1[C@@H](C1)F (3-(5-fluoro-2-(2-methoxypyridin-4-yl)-1H-pyrrolo[2,3-b]pyridin-4-yl)-3,8-diazabicyclo[3.2.1]octan-8-yl)((1S,2R)-2-fluorocyclopropyl)methanone